2-(6,6-difluoro-3-azabicyclo[3.1.0]hexan-3-yl)-N-(8-methoxy-4-methyl-2-oxo-1H-quinolin-6-yl)-5,7-dihydrofuro[3,4-b]pyridine-3-carboxamide FC1(C2CN(CC12)C1=C(C=C2C(=N1)COC2)C(=O)NC=2C=C1C(=CC(NC1=C(C2)OC)=O)C)F